FC1=C(C=CC=C1)NC1=NC=2C(N=C1NC)=NON2 N5-(2-fluorophenyl)-N6-methyl[1,2,5]oxadiazolo[3,4-b]pyrazine-5,6-diamine